3,3'-thiodipropionic acid dioctadecylester C(CCCCCCCCCCCCCCCCC)OC(CCSCCC(=O)OCCCCCCCCCCCCCCCCCC)=O